methyl (R)-1-(1-(4-(6-(difluoromethyl) pyridin-2-yl) phenyl) ethyl)-4-(propan-1-yn-1-yl)-1H-indazole-7-carboxylate FC(C1=CC=CC(=N1)C1=CC=C(C=C1)[C@@H](C)N1N=CC2=C(C=CC(=C12)C(=O)OC)C#CC)F